ClC=1C(=C(C(=C(C1)C(C)N1N=C(C=2C(=NC=CC21)NCC2=C(C=C(C=C2)OC)OC)C)OC)C=2C=CC(=NC2)C(=O)N(C)C)C 5-[3-Chloro-5-(1-{4-[(2,4-dimethoxybenzyl)amino]-3-methyl-1H-pyrazolo[4,3-c]pyridin-1-yl}ethyl)-6-methoxy-2-methylphenyl]-N,N-dimethylpyridine-2-carboxamide